methyl 6-(4-trifluoromethyl-phenyl)-2-methyl-nicotinate FC(C1=CC=C(C=C1)C1=NC(=C(C(=O)OC)C=C1)C)(F)F